(S)-N-(3-(3-chloro-2-(3-methoxy-4-((7-oxo-2,6-diazaspiro[3.4]octan-2-yl)methyl)phenyl)pyridin-4-yl)-2-methylphenyl)-5-((3-hydroxypyrrolidin-1-yl)methyl)picolinamide ClC=1C(=NC=CC1C=1C(=C(C=CC1)NC(C1=NC=C(C=C1)CN1C[C@H](CC1)O)=O)C)C1=CC(=C(C=C1)CN1CC2(C1)CNC(C2)=O)OC